3,5-di-tert-butyl-4-hydroxybenzyl-methyl alcohol C(C)(C)(C)C=1C=C(CCO)C=C(C1O)C(C)(C)C